(S)-3-(4-(7-chloro-3-(1-methylpiperidin-4-yl)-2-oxo-2,3-dihydro-1H-benzo[d]imidazol-1-yl)phenyl)-2-(2-chloro-6-fluorobenzamido)propanoic acid methyl ester COC([C@H](CC1=CC=C(C=C1)N1C(N(C2=C1C(=CC=C2)Cl)C2CCN(CC2)C)=O)NC(C2=C(C=CC=C2F)Cl)=O)=O